(2S)-10-((5-Chloro-2-(2-(hydroxymethyl)azetidin-1-yl)pyrimidin-4-yl)amino)-2-cyclopropyl-3,3-difluoro-7-methyl-1,2,3,4-tetrahydro-[1,4]oxazepino[2,3-c]chinolin-6(7H)-on ClC=1C(=NC(=NC1)N1C(CC1)CO)NC1=CC=2C3=C(C(N(C2C=C1)C)=O)OCC([C@@H](N3)C3CC3)(F)F